C(C=C(C)C)CC1=CC=CC2=CC=CC=C12 monoprenylmethylnaphthalene